C(C)(C)(C)OC=1C2=C(N=C(N1)SCC)C(=C(N=C2)Cl)F 4-(tert-butoxy)-7-chloro-2-(ethylthio)-8-fluoropyrido[4,3-d]pyrimidine